2-(1-Cyclopropyl-2-hydroxy-2-methylpropyl)-7-(2-(6,7-dihydro-5H-cyclopenta[b]pyridin-4-yl)ethyl)isoindolin-1-one C1(CC1)C(C(C)(C)O)N1C(C2=C(C=CC=C2C1)CCC1=C2C(=NC=C1)CCC2)=O